tert-butyl (2-azido-1-(4-cyanothiophen-2-yl)ethyl)carbamate N(=[N+]=[N-])CC(C=1SC=C(C1)C#N)NC(OC(C)(C)C)=O